(R)-2-(5-(2-((5-ethynyl-2,3-dihydro-1H-inden-2-yl)amino)pyrimidin-5-yl)-1,3,4-oxadiazol-2-yl)-1-(1,4,6,7-tetrahydro-5H-[1,2,3]triazolo[4,5-c]pyridin-5-yl)ethan-1-one C(#C)C=1C=C2C[C@@H](CC2=CC1)NC1=NC=C(C=N1)C1=NN=C(O1)CC(=O)N1CC2=C(CC1)NN=N2